ClC1=C(C(=CC=C1)Cl)/C(/N1C2(CC2)CC(C1)F)=N\NS(=O)(=O)C1=CC=C(C=C1)C N-[(E)-[(2,6-dichlorophenyl)-(6-fluoro-4-azaspiro[2.4]heptan-4-yl)methylene]amino]-4-methyl-benzenesulfonamide